NC1(CN(CC1)C(C)=O)C 1-(3-amino-3-methylpyrrolidin-1-yl)ethan-1-one